P(=O)(OC(C)(C)C)(OC(C)(C)C)OC1=C(C=CC=C1)NC ditert-butyl [2-(methylamino)phenyl] phosphate